COC=1OC2=C(C1)C=CC=C2 methoxy-benzofuran